C[Hf](C1=CC=CC=2C3=CC=CC=C3CC12)(C1C=CC=C1)(=C(C)CCC=C)C dimethyl-(3-buten-1-yl)(methyl)methylene(cyclopentadienyl)(fluorenyl)hafnium